tert-butyl ((2R,4S)-1-(4-(benzyloxy)phenyl)-5-((S)-4-isopropyl-2-oxooxazolidin-3-yl)-4-methyl-5-oxopentan-2-yl)carbamate C(C1=CC=CC=C1)OC1=CC=C(C=C1)C[C@@H](C[C@@H](C(=O)N1C(OC[C@@H]1C(C)C)=O)C)NC(OC(C)(C)C)=O